6-(4-(Formyl)piperidin-1-yl)pyridazine-3-carboxylic acid tert-butyl ester C(C)(C)(C)OC(=O)C=1N=NC(=CC1)N1CCC(CC1)C=O